CCCCCCCCCCCCCCCCCC(=O)OC[C@H](COP(=O)([O-])OCC[N+](C)(C)C)OC(=O)/C=C/C=C/CCCCCCCCCCC 1-octadecanoyl-2-(2E,4E-hexadecadienoyl)-sn-glycero-3-phosphocholine